2-(3-(1-cyclopropylethyl)-2-hydroxyphenyl)-N,N-dimethylpropionamide C1(CC1)C(C)C=1C(=C(C=CC1)C(C(=O)N(C)C)C)O